C(C)(C)(C)OC([C@H](C)N1C(NC2=C(C1=O)C(=C(S2)C=2OC=CN2)C)=O)=O (S)-2-(5-methyl-6-(oxazol-2-yl)-2,4-dioxo-1,4-dihydrothieno[2,3-d]Pyrimidin-3(2H)-yl)propionic acid tert-butyl ester